CC1=CN=C(N=N1)N[C@@H]1C[C@H](CC1)NC1=CC=C(C=N1)N1C(C(=CC=C1)C=1C=NNC1)=O 6'-(((1S,3S)-3-((6-Methyl-1,2,4-triazin-3-yl)amino)cyclopentyl)amino)-3-(1H-pyrazol-4-yl)-2H-[1,3'-bipyridin]-2-one